methyl (2S)-2-[(tert-butoxycarbonyl)amino]-3-{[tri(propan-2-yl)silyl]oxy}propanoate C(C)(C)(C)OC(=O)N[C@H](C(=O)OC)CO[Si](C(C)C)(C(C)C)C(C)C